(2-hydroxybenzyl)trimethylammonium OC1=C(C[N+](C)(C)C)C=CC=C1